1,1,3,3-tetra-methylguanidine CN(C(=N)N(C)C)C